C1(CCC1)CNC1=C(C=C2C(NC(=NC2=C1)CSC1CCS(CC1)(=O)=O)=O)F 7-((cyclobutylmethyl)amino)-2-(((1,1-dioxidotetrahydro-2H-thiopyran-4-yl)thio)methyl)-6-fluoroquinazolin-4(3H)-one